4-(4-((4-(trifluoromethyl)phenyl)sulfonyl)-3,4-dihydro-2H-pyrido[4,3-b][1,4]oxazin-8-yl)benzonitrile FC(C1=CC=C(C=C1)S(=O)(=O)N1C2=C(OCC1)C(=CN=C2)C2=CC=C(C#N)C=C2)(F)F